N1=CC(=CC=C1)C1=CCN(C=C1)C1=CC=NC=C1 3,4':1',4''-terpyridine